di(n-octadecyl)methylammonium C(CCCCCCCCCCCCCCCCC)[NH+](C)CCCCCCCCCCCCCCCCCC